CN(CCOC=1C=CC(=C(C1)C=1C=CC=C2C=NC(=NC12)NC=1C=NC(=CC1)N1CCOCC1)F)C 8-(5-(2-(dimethylamino)ethoxy)-2-fluorophenyl)-N-(6-morpholinylpyridin-3-yl)quinazolin-2-amine